FC1(CCC2=C1N=C(N=C2C2=CC=C(C=C2)C2(CS(C2)(=O)=O)NC(C(F)(F)F)=O)N2[C@H](CC2)C(F)(F)F)F N-[3-[4-[7,7-difluoro-2-[(2R)-2-(trifluoromethyl)azetidin-1-yl]-5,6-dihydrocyclopenta[d]pyrimidin-4-yl]phenyl]-1,1-dioxo-thietan-3-yl]-2,2,2-trifluoro-acetamide